Ethyl 6-chloro-5-fluoro-4-(((1R,2R)-2-hydroxy-2-methylcyclopentyl) amino)-nicotinate ClC1=NC=C(C(=O)OCC)C(=C1F)N[C@H]1[C@](CCC1)(C)O